C1[C@@H]([C@H]([C@@H](O[C@@]1(C(=O)O)O)[C@@H]([C@@H](CO)O)O)NC(=O)CO)O The molecule is an N-acylneuraminic acid in which the acyl substituent on nitrogen is glycolyl and which has beta-configuration at the anomeric centre. It has a role as a mammalian metabolite and an antigen.